C1(C=CC2=CC=CC=C12)[Zr] (indenyl)zirconium